FC(C=1C=CC(=NC1)CN1CCC2(CNC2)CC1)(F)F 7-[[5-(trifluoromethyl)-2-pyridinyl]methyl]-2,7-diazaspiro[3.5]nonane